C(C)C(CC=1C(=C(C(C(=O)O)=CC1)C(=O)O)CC(CCCC)CC)CCCC.C(C1=CC(C(=O)OCC(CCCC)CC)=CC=C1)(=O)OCC(CCCC)CC di(2-ethylhexyl) isophthalate (Bis(2-ethylhexyl) phthalate)